CS(=O)C=1N=CC=2N=CN=C(C2N1)NC1=C(C(=C(C=C1F)OC1=CC2=C(N(N=N2)C)C=C1)F)F 6-(methylsulfinyl)-N-(2,3,6-trifluoro-4-((1-methyl-1H-benzo[d][1,2,3]triazol-5-yl)-oxy)phenyl)pyrimido[5,4-d]-pyrimidin-4-amine